(2S,3S)-N-[(2-Methoxyphenyl)methyl]-2-phenyl-3-piperidinamin COC1=C(C=CC=C1)CN[C@@H]1[C@@H](NCCC1)C1=CC=CC=C1